ClC=1C=C2C(=NC1)NCC21CC(C1)(O)C (1s,3s)-5'-Chloro-3-methyl-1',2'-dihydrospiro[cyclobutane-1,3'-pyrrolo[2,3-b]pyridin]-3-ol